2-(3-(3-hydroxypentan-3-yl)-1H-pyrazol-1-yl)benzonitrile OC(CC)(CC)C1=NN(C=C1)C1=C(C#N)C=CC=C1